methyl 4-acetyl-1-cyclopropyl-5-methyl-6-oxo-1,6-dihydropyridine-3-carboxylate C(C)(=O)C=1C(=CN(C(C1C)=O)C1CC1)C(=O)OC